CS(=NC(C1=CC=C(C=C1)CC1=NOC(=N1)C(F)(F)F)=O)(C(C(F)(F)F)(F)F)=O N-(methyl(oxo)(perfluoroethyl)-λ6-sulfaneylidene)-4-((5-(trifluoromethyl)-1,2,4-oxadiazol-3-yl)methyl)benzamide